C(C)(C)(C)C1=NC(=NO1)C(=O)NCC1C(CN(CC1)C=1C=2N(C=C(N1)C=1C=NN(C1)C)N=CC2)C 5-(tert-butyl)-N-((3-methyl-1-(6-(1-methyl-1H-pyrazol-4-yl)pyrazolo[1,5-a]pyrazin-4-yl)piperidin-4-yl)methyl)-1,2,4-oxadiazol-3-carboxamide